C(C(C)C)OC=1C=C(C=CC1OC)C1=CC(=CC=C1)C=1CB(OC1)O 4-(3'-isobutoxy-4'-methoxy-[1,1'-biphenyl]-3-yl)-1,2-oxaborol-2-ol